4-Benzyloxy-2-[2-(4,4-difluoroazepan-1-yl)-5-methyl-6-(trifluoromethyl)-3-pyridyl]-1,6-naphthyridin-5-ol C(C1=CC=CC=C1)OC1=CC(=NC=2C=CN=C(C12)O)C=1C(=NC(=C(C1)C)C(F)(F)F)N1CCC(CCC1)(F)F